C(#N)C1=C(C=CC(=C1)CNC1=C(C(=O)OCC)C=CC=C1[N+](=O)[O-])C1=CC=CC=C1 ethyl 2-[[(2-cyanobiphenyl-4-yl) methyl] amino]-3-nitrobenzoate